2-(6-(4-(2-(2,4-dioxotetrahydropyrimidin-1(2H)-yl)benzyl)piperazin-1-yl)-1-oxoisoindolin-2-yl)-2-(5-fluoro-2-hydroxyphenyl)-N-(thiazol-2-yl)acetamide O=C1N(CCC(N1)=O)C1=C(CN2CCN(CC2)C2=CC=C3CN(C(C3=C2)=O)C(C(=O)NC=2SC=CN2)C2=C(C=CC(=C2)F)O)C=CC=C1